FC1=C2C=NN(C2=CC=C1N1C(NC=C1)=O)C 1-(4-fluoro-1-methyl-1H-indazol-5-yl)-1,3-dihydro-2H-imidazol-2-one